NC1=C(C(N(C(=N1)N1CCC2(CC1)[C@@H](C1=CC=CC=C1C2)N)C)=O)SC=2C(=NC=NC2)C(F)(F)F (S)-6-amino-2-(1-amino-1,3-dihydrospiro[indene-2,4'-piperidine]-1'-yl)-3-methyl-5-((4-(trifluoromethyl)pyrimidin-5-yl)thio)pyrimidin-4(3H)-one